[1,2,4]triazolo[1,5-c]quinazolin-5(6H)-one Methyl-(2-cyanophenyl)carbamate CN(C(O)=O)C1=C(C=CC=C1)C#N.N=1C=NN2C(NC=3C=CC=CC3C21)=O